(R)-5-[4-(2-Cyclobutylsulfanyl-pyridin-3-yl)-2,6-difluoro-phenyl]-hexanoic acid C1(CCC1)SC1=NC=CC=C1C1=CC(=C(C(=C1)F)[C@@H](CCCC(=O)O)C)F